3-{4-[(2-cyclopropylethyl)[(1r,4r)-4-aminocyclohexyl]amino]-1-oxo-3H-isoindol-2-yl}piperidine-2,6-dione C1(CC1)CCN(C1=C2CN(C(C2=CC=C1)=O)C1C(NC(CC1)=O)=O)C1CCC(CC1)N